O1C(OCC1)CCCOC1=CC=C(C=C1)C1CCN(CC1)C=1C=CC(=C2C(=NN(C12)COCC[Si](C)(C)C)C#N)C 7-(4-{4-[3-(1,3-Dioxolan-2-yl)propoxy]phenyl}piperidin-1-yl)-4-methyl-1-{[2-(trimethylsilyl)ethoxy]methyl}-1H-indazole-3-carbonitrile